ClC1=NC2=NC(=C(N=C2C(=N1)C1=CCC2(CC2)CC1)C)C 2-chloro-6,7-dimethyl-4-(spiro[2.5]oct-5-en-6-yl)pteridine